N-methyl-5-(((2R,3S)-2-methylazetidin-3-yl)oxy)picolinamide CNC(C1=NC=C(C=C1)O[C@@H]1[C@H](NC1)C)=O